C(=O)[O-].C(=O)[O-].[Li+].C1=CC=CC1.C1=CC=CC1.[Li+] dicyclopentadiene lithium diformate